2-(6-(2-(3-methylbenzylidene)hydrazinyl)-2-morpholino-9H-purin-9-yl)-1-(pyrrolidin-1-yl)ethane-1-one CC=1C=C(C=NNC2=C3N=CN(C3=NC(=N2)N2CCOCC2)CC(=O)N2CCCC2)C=CC1